N-((3,3-difluoro-1-methyl-cyclobutyl)methyl)-4-((2-fluorophenyl)ethynyl)benzamide FC1(CC(C1)(C)CNC(C1=CC=C(C=C1)C#CC1=C(C=CC=C1)F)=O)F